N-cis-4-hydroxytetrahydrofuran-3-yl-2-(1-methyl-1H-pyrazol-4-yl)-3-oxo-6-[4-(trifluoromethyl)phenyl]-2,3-dihydropyridazine-4-carboxamide OC1C(COC1)C1=C(C(N(N=C1C1=CC=C(C=C1)C(F)(F)F)C=1C=NN(C1)C)=O)C(=O)N